tert-butyl (2S,4S)-4-((6-((5-(difluoromethoxy)-1H-pyrazol-3-yl)amino)pyrazin-2-yl)oxy)-2-ethylpiperidine-1-carboxylate FC(OC1=CC(=NN1)NC1=CN=CC(=N1)O[C@@H]1C[C@@H](N(CC1)C(=O)OC(C)(C)C)CC)F